CC=1OC2=C(C1C(=O)NC(C(F)(F)F)CO)C=C(C=C2)OCC2=C(N=CS2)C 2-methyl-5-((4-methylthiazol-5-yl)methoxy)-N-(1,1,1-trifluoro-3-hydroxypropan-2-yl)benzofuran-3-carboxamide